5,7-dihydroxy-3-(4-hydroxyphenyl)benzopyran-4-one OC1=CC(=CC2=C1C(C(=CO2)C2=CC=C(C=C2)O)=O)O